N,N-dimethyl-2-chloroethylamine hydrochloride Cl.CN(C)CCCl